[1,2,4]triazole-5-carboxylate N1N=CN=C1C(=O)[O-]